6-chloro-7-tert-butyl-8-deuteromethyl-2-trifluoromethyl-2H-benzopyran-3-carboxylic acid ethyl ester C(C)OC(=O)C=1C(OC2=C(C1)C=C(C(=C2C[2H])C(C)(C)C)Cl)C(F)(F)F